pyrrol-2(3H)-one N1C(CC=C1)=O